(1S,2S)-2-(4-chloropyridin-2-yl)cyclopropane-1-carboxamide ClC1=CC(=NC=C1)[C@@H]1[C@H](C1)C(=O)N